COC1=CC=C(CNC(NC2CC3(CC(C3)C(=O)NCC(C)(C3=NC=CC=C3)C)C2)=O)C=C1 6-(3-(4-methoxybenzyl)ureido)-N-(2-methyl-2-(pyridin-2-yl)propyl)spiro[3.3]heptane-2-carboxamide